OC=1C=C(C=CC1O)C[C@](N)(C(=O)O)C (-)-3-(3,4-dihydroxyphenyl)-2-methyl-L-alanine